ClC=1C=C(C=C2C3(C(NC12)=O)CC3)C3NC[C@H](CC3)C 7'-chloro-5'-((5S)-5-methylpiperidin-2-yl)spiro[cyclopropane-1,3'-indolin]-2'-one